((6aR,10aR)-1-hydroxy-6,6,9-trimethyl-3-pentyl-6a,7,8,10a-tetrahydro-6H-benzo[c]chromen-2-yl)(morpholino)methanone OC1=C2[C@H]3[C@H](C(OC2=CC(=C1C(=O)N1CCOCC1)CCCCC)(C)C)CCC(=C3)C